(R or S)-3-(4-((R)-3-(5-amino-9-fluoro-8-methoxy-[1,2,4]triazolo[1,5-c]quinazolin-2-yl)piperidin-1-yl)-1H-pyrazol-1-yl)-2-methylbutan-2-ol NC1=NC=2C=C(C(=CC2C=2N1N=C(N2)[C@H]2CN(CCC2)C=2C=NN(C2)[C@@H](C(C)(O)C)C)F)OC |o1:25|